rac-N-[(5R,6S)-2-methyl-5-({[(1s,4S)-4-phenylcyclohexyl]oxy}methyl)-5,6,7,8-tetrahydro[1,2,4]triazolo[1,5-a]pyridin-6-yl]methanesulfonamide CC1=NN2C(CC[C@@H]([C@@H]2COC2CCC(CC2)C2=CC=CC=C2)NS(=O)(=O)C)=N1 |r|